C(#N)C=1NC(=C(C(C1C(=O)OC)C1=CSC2=NC=CC=C21)C(=O)OC)C Dimethyl 2-cyano-6-methyl-4-(thieno[2,3-b]pyridin-3-yl)-1,4-dihydropyridin-3,5-dicarboxylat